C(CCCC)NC(OC1=NC2=CC(=CC=C2C=C1)OCCCCN1CCN(CC1)C1=CC=CC=2SC=CC21)=O 7-(4-(4-(benzo[b]thiophen-4-yl)piperazin-1-yl)butoxy)quinolin-2-yl pentylcarbamate